NC=1C2=C(N=C(N1)Cl)N(C=C2C=2SC=CN2)[C@H]2[C@@H]([C@@H]([C@H](C2)C2CCNCC2)O)O (1R,2S,3R,5R)-3-[4-amino-2-chloro-5-(1,3-thiazol-2-yl)pyrrolo[2,3-d]pyrimidin-7-yl]-5-(piperidin-4-yl)cyclopentane-1,2-diol